indolylphosphonium N1C(=CC2=CC=CC=C12)[PH3+]